3-(5-(2-((1-(6-nitropyridin-3-yl)piperidin-4-yl)methyl)-2,7-diazaspiro[3.5]non-7-yl)-1-oxoisoindolin-2-yl)piperidine-2,6-dione [N+](=O)([O-])C1=CC=C(C=N1)N1CCC(CC1)CN1CC2(C1)CCN(CC2)C=2C=C1CN(C(C1=CC2)=O)C2C(NC(CC2)=O)=O